FC=1C=C(C=C(C1)OC(C)C)C1=CC=C(C(=N1)N1CCC(CC1)C)C(=O)NS(=O)(=O)C=1C(NC=CC1)=O 6-(3-Fluoro-5-isopropoxyphenyl)-2-(4-methyl-1-piperidyl)-N-[(2-oxo-1H-pyridin-3-yl)sulfonyl]pyridin-3-carboxamid